ethyl-orthopropionic acid C(C)C(C(O)(O)O)C